C(C)(=O)N[C@H](C(=O)N[C@H](C(=O)OC)CC1=C(NC2=CC=CC=C12)\C=C\C1(SCCCS1)C(C)(C)C)C Methyl (S)-2-((S)-2-acetamidopropanamido)-3-(2-((E)-2-(2-(tert-butyl)-1,3-dithian-2-yl)vinyl)-1H-indol-3-yl)propanoate